C(C=C)NCC#N (allylamino)acetonitrile